N1N=CN=C1N1CCCCC1 1H-1,2,4-triazol-5-yl-piperidine